tert-Butyl (S)-6-(5-fluoro-2-((2-methyl-3-((5-(methylthio)pyrimidin-2-yl)amino)propyl)amino)benzo[d]thiazole-6-carbonyl)-2,6-diazaspiro[3.4]octane-2-carboxylate FC=1C(=CC2=C(N=C(S2)NC[C@H](CNC2=NC=C(C=N2)SC)C)C1)C(=O)N1CC2(CN(C2)C(=O)OC(C)(C)C)CC1